OCCOC(C1=CC=C(C(=O)[O-])C=C1)=O mono(2-hydroxyethyl)-terephthalate